1-(6-chloropyridin-3-yl)-4-[(6-methylpyridin-3-yl)amino]methyl-1H-pyrazole-3-carboxylic acid ClC1=CC=C(C=N1)N1N=C(C(=C1)CNC=1C=NC(=CC1)C)C(=O)O